1,3-dimethyl-1,3-diphenyl-2-[2-(3-(tris(ethyl(methyl)amino)silyl)propoxy)ethyl]guanidine CN(C(=NCCOCCC[Si](N(CC)C)(N(CC)C)N(C)CC)N(C1=CC=CC=C1)C)C1=CC=CC=C1